ClC=1C=C2C(=C(C(N(C2=CC1)C)=O)C#N)N1C[C@@H]([C@@H](CC1)NC1=CC=C(C=C1)OC(F)(F)F)C 6-chloro-1-methyl-4-[(3S,4R)-3-methyl-4-[4-(trifluoromethoxy)anilino]-1-piperidyl]-2-oxo-quinoline-3-carbonitrile